BrC1=C(C=C(C(=O)N(N)C(C2=C(C=C(C=C2)C2=NOC(C2)(C(F)(F)F)C2=CC(=CC(=C2)Cl)Cl)C)=O)C=C1)Cl (4-bromo-3-chlorobenzoyl)-4-(5-(3,5-dichlorophenyl)-5-(trifluoromethyl)-4,5-dihydroisoxazol-3-yl)-2-methylbenzoyl-hydrazine